C(#N)C1(CCC1)C1=CC(=C(NC2=CC(=C(C(=O)OC)C(=C2)OC)OC)C=C1)[N+](=O)[O-] methyl 4-[4-(1-cyanocyclobutyl)-2-nitro-anilino]-2,6-dimethoxy-benzoate